FC=1C(=NC=C(C1)F)C1=NN2C(CCCC2)=C1C1=C2C(=NC=C1)NN=C2 4-[2-(3,5-Difluoro-2-pyridyl)-4,5,6,7-tetrahydropyrazolo[1,5-a]pyridin-3-yl]-1H-pyrazolo[3,4-b]pyridine